tert-butyl (1,3-bis((4-ethynylbenzyl)oxy)-2-(((4-ethynylbenzyl)oxy)methyl)propan-2-yl)carbamate C(#C)C1=CC=C(COCC(COCC2=CC=C(C=C2)C#C)(COCC2=CC=C(C=C2)C#C)NC(OC(C)(C)C)=O)C=C1